C(C)O[Si](CCCCS(=S)(=O)[O-])(OCC)OCC 3-triethoxysilyl-1-propylmethylthiosulfonate